FC1CC(N(C1)C(CC1=NC=CC=N1)=O)C(=O)NC(C1=CC=C(C=C1)C(C)C)C1=CC=CC=C1 4-fluoro-N-{phenyl-[4-(prop-2-yl)phenyl]methyl}-1-[2-(pyrimidin-2-yl)acetyl]pyrrolidine-2-carboxamide